1-(3-methoxy-4-nitrobenzyl)-4-methylpiperazine COC=1C=C(CN2CCN(CC2)C)C=CC1[N+](=O)[O-]